FC1N(CCC2=CC=CC=C12)C(=O)[O-] fluoro-3,4-dihydroisoquinoline-2(1H)-carboxylate